CS(=O)(=O)NC(=O)C1CCCCC1 N-(methylsulfonyl)cyclohexane-1-carboxamide